ClC=1C=C(C=CC1)[C@H]1C[C@](C(N([C@@H]1C1=CC=C(C=C1)Cl)[C@H](CN(S(=O)(=O)C)CC)C1CC1)=O)(C)CC(=O)O 2-((3R,5R,6S)-5-(3-chlorophenyl)-6-(4-chlorophenyl)-1-((S)-1-cyclopropyl-2-(N-ethylmethylsulfonamido)ethyl)-3-methyl-2-oxopiperidin-3-yl)acetic Acid